O=C1NC(CCC1N1C(C2=CC=C(C=C2C1=O)N1CCN(CC1)CCOCCNC(OC(C)(C)C)=O)=O)=O Tert-butyl N-[2-[2-[4-[2-(2,6-dioxo-3-piperidyl)-1,3-dioxo-isoindolin-5-yl]piperazin-1-yl] ethoxy]ethyl]carbamate